2-(2-Isopropylphenyl)-8-((1-(1-methyl-4-(trifluoromethyl)-1H-imidazol-2-yl)piperidin-4-yl)methyl)-6H-pyrimido[5,4-b][1,4]oxazin-7(8H)-one C(C)(C)C1=C(C=CC=C1)C=1N=CC=2OCC(N(C2N1)CC1CCN(CC1)C=1N(C=C(N1)C(F)(F)F)C)=O